3-(2-(trifluoromethyl)pyrimidin-5-yl)propanoate FC(C1=NC=C(C=N1)CCC(=O)[O-])(F)F